azonitrogen N(=N[N])[N]